4-bromo-1-(4-nitrophenyl)-1H-imidazole BrC=1N=CN(C1)C1=CC=C(C=C1)[N+](=O)[O-]